1-(pyrazolo[1,5-a]pyrimidin-5-yl)ethan-1-ol tert-butyl-(6-(4-cyanophenyl)-6-fluorospiro[3.3]heptan-2-yl)carbamate C(C)(C)(C)N(C(=O)OC(C)C1=NC=2N(C=C1)N=CC2)C2CC1(C2)CC(C1)(F)C1=CC=C(C=C1)C#N